ethyl 2-([1,1'-biphenyl]-3-yl)-2,2-difluoroacetate C1(=CC(=CC=C1)C(C(=O)OCC)(F)F)C1=CC=CC=C1